FC1=CC=C(C=N1)CCC(=O)NC1=C(C(=NN1)C1=CC=NC=C1)C(=O)N 5-(3-(6-Fluoropyridin-3-yl)propanamido)-3-(pyridin-4-yl)-1H-pyrazole-4-carboxamide